CN1N=C(C2=C1CN(C2)C(=O)OC(C)(C)C)C(=O)OCC 5-(tert-butyl) 3-ethyl 1-methyl-4,6-dihydropyrrolo[3,4-c]pyrazole-3,5(1H)-dicarboxylate